(tetradecyl methacrylate) 1-naphthalenemethacrylate C1(=CC=CC2=CC=CC=C12)CC(C(=O)O)=C.C(CCCCCCCCCCCCC)C=C(C(=O)O)C